C(CCCCCCC\C=C/C\C=C/CCCCC)OC(=O)OCCC(CCCCCCCC\C=C/C\C=C/CCCCC)OC(CCN(C)C)=O (12Z,15Z)-1-((((9Z,12Z)-octadeca-9,12-dien-1-yloxy)carbonyl)oxy)henicosa-12,15-dien-3-yl-3-(dimethylamino)propanoate